NC=1C(=CC(=C(C1)NC(OC(C)(C)C)=O)OC)N(C)CCN(C)C Tert-butyl (5-amino-4-((2-(dimethylamino)ethyl)(methyl)amino)-2-methoxyphenyl)-carbamate